2-methyl-6-methylene-2,7-octadien-4-ol CC(C)=CC(CC(C=C)=C)O